C(CCCCCCCCC)(=O)OCCOC(CCCCCCCCC)=O ethylene biscaprinate